4-chloro-6-(1H-imidazol-1-yl)-1-methyl-1,7-naphthyridin-2(1H)-one ClC1=CC(N(C2=CN=C(C=C12)N1C=NC=C1)C)=O